C(#N)C1(COC1)N1CCN(CC1)CCC[C@H](C(C)C)N1CC(C1)C=1C=C(C=2N(C1)C(=NC2)C)C2=C(C(=O)N(C(C)C)CC)C=C(C=C2)F 2-(6-{1-[(3R)-6-[4-(3-cyanooxetane-3-yl)piperazin-1-yl]-2-methylhexane-3-yl]azetidin-3-yl}-3-methylimidazo[1,5-a]pyridin-8-yl)-N-ethyl-5-fluoro-N-(isopropyl)benzamide